COC1=C(CN(CCC(C)NC(=O)C2=CC3=CC=CC(=C3C=C2)OC2=CC=C(C=C2)C(F)(F)F)CCF)C=CC(=C1)OC N-(4-((2,4-dimethoxybenzyl)(2-fluoroethyl)amino)butan-2-yl)-5-(4-(trifluoromethyl)phenoxy)-2-naphthamide